{[4-(6-iodo-2-chloro-8-fluoro-4-hydroxyquinazoline-7-yl)-3-cyanobenzo[b]thiophen-2-yl]amino}methane IC=1C=C2C(=NC(=NC2=C(C1C1=CC=CC=2SC(=C(C21)C#N)NC)F)Cl)O